NC1(CC1)C1=CC(=CC(=N1)NCC(C)(C)C)Cl 6-(1-aminocyclopropyl)-4-chloro-N-neopentylpyridin-2-amine